1-(quinolin-5-yl)thiourea N1=CC=CC2=C(C=CC=C12)NC(=S)N